2-cyclohexyl-N-(4-fluoro-3-methylphenyl)-5-(2-(((1s,3s)-3-hydroxy-1-methylcyclobutyl)amino)-2-oxoacetyl)-1,4-dimethyl-1H-pyrrole-3-carboxamide C1(CCCCC1)C=1N(C(=C(C1C(=O)NC1=CC(=C(C=C1)F)C)C)C(C(=O)NC1(CC(C1)O)C)=O)C